NC1=NC=C(C=N1)C(=O)NC1=NC=2C(=C(C=CC2C=2N1CCN2)OCCCN2CCOCC2)OC 2-Amino-N-[7-methoxy-8-[3-(4-morpholinyl)propoxy]-2,3-dihydroimidazo[1,2-c]quinazolin-5-yl]pyrimidine-5-carboxamide